(triphenylphosphino)-palladium (0) C1(=CC=CC=C1)P(C1=CC=CC=C1)(C1=CC=CC=C1)[Pd-]